N-(4,4-difluoro-1,1-dioxo-3,4-dihydro-2H-1λ6-benzothiopyran-8-yl)-N-[(4-formyl-3-nitrophenyl)methyl]pyridine-3-carboxamide FC1(CCS(C2=C1C=CC=C2N(C(=O)C=2C=NC=CC2)CC2=CC(=C(C=C2)C=O)[N+](=O)[O-])(=O)=O)F